2-carbethoxy-3,6,7,10,11-pentaphenoxytriphenylene C(=O)(OCC)C1=CC=2C3=CC(=C(C=C3C3=CC(=C(C=C3C2C=C1OC1=CC=CC=C1)OC1=CC=CC=C1)OC1=CC=CC=C1)OC1=CC=CC=C1)OC1=CC=CC=C1